C[Si](C)(C)C#CC=1C=CC(=NC1)N 5-((trimethylsilyl)ethynyl)pyridin-2-amine